C(CCCCC)N(CCCCCC)CC(=O)OCCCC butyl N,N-dihexylaminoacetate